alpha-methylene-gamma-valerolactone C=C1C(=O)OC(C1)C